(Z)-1-(4-amino-2-fluorobut-2-en-1-yl)-4-(3-(N-isopropylsulfamoyl)-4-methoxyphenyl)-N-methyl-1H-benzo[d][1,2,3]triazole-6-carboxamide NC\C=C(\CN1N=NC2=C1C=C(C=C2C2=CC(=C(C=C2)OC)S(NC(C)C)(=O)=O)C(=O)NC)/F